CC1=CC(NC2=CC=C(C=C12)CC(=O)N1CCC(CC1)C[C@H](C(=O)NC)NC(OCC1C2=CC=CC=C2C=2C=CC=CC12)=O)=O (9H-fluoren-9-yl)methyl (R)-(3-(1-(2-(4-methyl-2-oxo-1,2-dihydroquinolin-6-yl)acetyl)piperidin-4-yl)-1-(methylamino)-1-oxopropan-2-yl)carbamate